O=S1(CC2=C(C(C3=C1C=CC=C3)N3CCN(CC3)C(=O)C=3C1=C(C=NC3)C=CN1)C=CC=C2)=O [4-(5,5-dioxo-6,11-dihydrobenzo[c][1]benzothiepin-11-yl)piperazin-1-yl]-(1H-pyrrolo[3,2-c]pyridin-7-yl)methanone